nitroso-β-naphthol C1=CC=C2C(=C1)C=CC(=C2N=O)O